ClC1=C(CNC(=O)[C@]2(C=3C=CC=NC3[C@H](CC2)O)F)C=CC(=C1)OC (5s,8s)-N-(2-chloro-4-methoxybenzyl)-5-fluoro-8-hydroxy-5,6,7,8-tetrahydroquinoline-5-carboxamide